C1(CC2C(CC1)O2)CCC[Si](OCC)(OCC)OCC γ-(3,4-epoxycyclohexyl)propyl-triethoxysilane